((S)-4-propenoyl-2-methylpiperazin-1-yl)-6-fluoro-7-(2-fluoro-6-hydroxyphenyl)-1-(2-isopropoxy-4-methylpyridin-3-yl)pyrido[2,3-d]pyrimidin-2(1H)-one C(C=C)(=O)N1C[C@@H](N(CC1)C=1C2=C(N(C(N1)=O)C=1C(=NC=CC1C)OC(C)C)N=C(C(=C2)F)C2=C(C=CC=C2O)F)C